COCOC1=CC=C(C=C1)C=1C=C2CC3(C(C2=CC1)NC(O[C@@H]1CN2CCC1CC2)=O)CC3 (S)-quinuclidin-3-yl (5'-(4-(methoxymethoxy)phenyl)-1',3'-dihydrospiro[cyclopropane-1,2'-inden]-1'-yl)carbamat